[N+](=O)([O-])C1=C(OCC(=O)O)C=CC(=C1)[N+](=O)[O-] L-2,4-dinitrophenoxyacetic acid